Cl.Cl.N1(CCCC1)C1=C(CN2CCN(CC2)C(=O)OC(C(F)(F)F)C(F)(F)F)C=CC(=C1)C(F)(F)F 1,1,1,3,3,3-hexafluoropropan-2-yl 4-(2-(pyrrolidin-1-yl)-4-(trifluoromethyl)benzyl)piperazine-1-carboxylate bis-hydrochloride salt